CN1N=CC(=C1)NC1=NC=CC(=N1)N1CC2CNCC2(C1)C N-(1-methyl-1H-pyrazol-4-yl)-4-(3a-methyl-hexahydropyrrolo[3,4-c]pyrrol-2(1H)-yl)pyrimidin-2-amine